dicyclohexyl(2',4',6'-tri(isopropyl)(1,1'-biphenyl)-2-yl)phosphine C1(CCCCC1)P(C1=C(C=CC=C1)C1=C(C=C(C=C1C(C)C)C(C)C)C(C)C)C1CCCCC1